[N+](=O)([O-])C1=CC2=C(N=C(S2)NC(=O)N2CCOCC2)C=C1 N-(6-nitrobenzo[d]thiazol-2-yl)morpholine-4-carboxamide